COC(=O)C(CC(=O)O)O The molecule is this compound belongs to the class of organic compounds known as beta hydroxy acids and derivatives. These are compounds containing a carboxylic acid substituted with a hydroxyl group on the C3 carbon atom. It is a 3-hydroxy carboxylic acid and a carboxylic ester.